NC=1N=NC(=CC1N1N=CC(=C1)N1C(CN(CC1)C(=O)OC(C)(C)C)=O)C1=C(C=CC=C1)O tert-butyl 4-(1-(3-amino-6-(2-hydroxyphenyl)pyridazin-4-yl)-1H-pyrazol-4-yl)-3-oxopiperazine-1-carboxylate